(S)-N-(2,6-dioxopiperidin-3-yl)-3,4-dihydroquinoline-1(2H)-carboxamide O=C1NC(CC[C@@H]1NC(=O)N1CCCC2=CC=CC=C12)=O